C(=O)(OC(C)(C)C)NC1=CC2=C(N=CCO2)C=C1 7-Bocamino-2H-1,4-benzoxazine